7-(2-((6-chloro-2-methylisoindolin-5-yl)amino)-5-(trifluoromethyl)pyrimidin-4-yl)-4-methyl-3,4-dihydrothieno[2,3-f][1,4]thiazepin-5(2H)-one 1,1-dioxide ClC1=C(C=C2CN(CC2=C1)C)NC1=NC=C(C(=N1)C1=CC2=C(C(N(CCS2(=O)=O)C)=O)S1)C(F)(F)F